NCCC[Si](OC)(OC)C Aminopropylmethyl-dimethoxysilan